5-(8-((1S,2S)-2-(3-fluorophenyl)cyclopropyl)imidazo[1,2-b]pyridazin-6-yl)pyrimidine-2,4(1H,3H)-dione FC=1C=C(C=CC1)[C@@H]1[C@H](C1)C=1C=2N(N=C(C1)C=1C(NC(NC1)=O)=O)C=CN2